OC1=C(C(=CC=C1)O)O 2,6-dihydroxyl-phenol